butyl (s)-2-(4-(7-((3-(piperidin-1-yl)propyl)carbamoyl)benzo[d]imidazo[2,1-b]thiazol-2-yl)phenyl)pyrrolidine-1-carboxylate N1(CCCCC1)CCCNC(=O)C1=CC2=C(N3C(S2)=NC(=C3)C3=CC=C(C=C3)[C@H]3N(CCC3)C(=O)OCCCC)C=C1